Cyano-3-cyclopropyl-N-(4-fluoro-3-methyl-phenyl)-3-hydroxy-thioacrylamid C(#N)C(C(=S)NC1=CC(=C(C=C1)F)C)=C(O)C1CC1